methyl 6-(benzyloxy)thieno[2,3-c][1,2,4]triazolo[1,5-a]pyridine-5-carboxylate C(C1=CC=CC=C1)OC=1C2=C(C=3N(C1C(=O)OC)N=CN3)SC=C2